oxetanyl-isoindole-1,3-dione O1C(CC1)C1=C2C(NC(C2=CC=C1)=O)=O